N-(2-(1H-indol-3-yl)ethyl)propionamide N1C=C(C2=CC=CC=C12)CCNC(CC)=O